ClC1=C2N=C(C=NC2=CC=C1C1=NNC2=NC(=C(N=C21)C)N2CCC1(CCC[C@H]1N)CC2)OC (1R)-8-[3-(5-chloro-3-methoxyquinoxalin-6-yl)-5-methyl-1H-pyrazolo[3,4-b]pyrazin-6-yl]-8-azaspiro[4.5]decan-1-amine